C1(=CC(=CC=C1)CC1N(CC2(CC2)C1NS(=O)(=O)C)C(C(C)F)=O)C1=CC=CC=C1 N-(6-([1,1'-biphenyl]-3-ylmethyl)-5-(2-fluoropropanoyl)-5-azaspiro[2.4]heptan-7-yl)methanesulfonamide